Cl.ClC1=CC=C(CNC2=NC3=CC=CC=C3C(=C2)N2CCC(CC2)NC(C)(C)C)C=C1 2-(4-chlorobenzylamino)-4-(4-tert-butylaminopiperidin-1-yl)-quinoline Hydrochloride Salt